C1CC12CN(CC2)CCC(=O)NC=2C=C(C(=NC2)C)NC(=O)C=2C=NN1C2SC(=C1)C=1C(=NN(C1C)CCOC)C N-(5-(3-(5-azaspiro[2.4]heptan-5-yl)propanamido)-2-methylpyridin-3-yl)-2-(1-(2-methoxyethyl)-3,5-dimethyl-1H-pyrazol-4-yl)pyrazolo[5,1-b]thiazole-7-carboxamide